C1(CCC1)C(=O)NC(C(=O)N[C@H]1C[C@H](CCC1)NC1=CC(=NC2=CC=CC=C12)C(F)(F)F)(C)C 2-(cyclobutylformamido)-2-methyl-N-[(1R,3S)-3-{[2-(trifluoromethyl)quinolin-4-yl]amino}cyclohexyl]propanamide